(S)-N'-((3-cyclopropyl-2-ethyl-6,7-dihydro-5H-cyclopenta[b]pyridin-4-yl)carbamoyl)-2-(2-hydroxypropan-2-yl)thiazole-5-sulfonimidamide C1(CC1)C=1C(=C2C(=NC1CC)CCC2)NC(=O)N=[S@@](=O)(N)C2=CN=C(S2)C(C)(C)O